2-methyl-3-(methylsulfanyl)-1-(2-(4-phenyl-1H-imidazol-2-yl)piperidin-1-yl)propan-1-one CC(C(=O)N1C(CCCC1)C=1NC=C(N1)C1=CC=CC=C1)CSC